COC=1C(=CC2=CN(N=C2C1)C)NC(=O)N1CCC=2C1=NC=CC2N2C[C@H](N([C@H](C2)C)C(=O)OC(C)(C)C)C tert-butyl (2R,6S)-4-(1-((6-methoxy-2-methyl-2H-indazol-5-yl)carbamoyl)-2,3-dihydro-1H-pyrrolo[2,3-b]pyridin-4-yl)-2,6-dimethylpiperazine-1-carboxylate